OC=1C=CC=2[C@@H]3OC4=C(C(=CC=C4[C@@H]3COC2C1)C)C 3-hydroxy-9,10-dimethyl-pterocarpan